N1C(=CC2=CC=CC=C12)[Au] indolyl-gold